(1R,2R,3S,4R,5R)-N-(3,4-dichlorophenyl)-5-(dimethylamino)-3-(2-methylpyridin-4-yl)-7-oxabicyclo[2.2.1]Heptane-2-carboxamide ClC=1C=C(C=CC1Cl)NC(=O)[C@H]1[C@H]2C[C@H]([C@@H]([C@@H]1C1=CC(=NC=C1)C)O2)N(C)C